O[C@@]1(C(N(CC1)C)=O)C#CC1=CC(=C(C=C1)OC)B1OC(C(O1)(C)C)(C)C (R)-3-hydroxy-3-((4-methoxy-3-(4,4,5,5-tetramethyl-1,3,2-dioxaborolan-2-yl)phenyl)ethynyl)-1-methylpyrrolidin-2-one